ClC=1C(=NC(=CC1NC(CN1C=C(C2=C1N=C1N(C2=O)CCC1)C=1C(=C(C(=C(C(=O)N)C1)O)F)F)=O)N1CCCC1)F 5-(1-(2-((3-chloro-2-fluoro-6-(pyrrolidin-1-yl)pyridin-4-yl)amino)-2-oxoethyl)-4-oxo-4,6,7,8-tetrahydro-1H-dipyrrolo[1,2-a:2',3'-d]pyrimidin-3-yl)-3,4-difluoro-2-hydroxybenzamide